(E)-2-(4-(4-(9H-carbazole-9-yl)styryl)pyridine-2-yl)quinazoline C1=CC=CC=2C3=CC=CC=C3N(C12)C1=CC=C(/C=C/C2=CC(=NC=C2)C2=NC3=CC=CC=C3C=N2)C=C1